2-(aminomethyl)-1H-indol-5-yl 2-methylbutanoate CC(C(=O)OC=1C=C2C=C(NC2=CC1)CN)CC